NC1CN(CCC1)C1=C2C(=NC=C1)N(C(=N2)C2=CC(=C(C#N)C=C2)F)C2=C(C=C(C=C2)N2CC(C2)OC)F 4-(7-(3-Aminopiperidin-1-yl)-3-(2-fluoro-4-(3-methoxyazetidin-1-yl)phenyl)-3H-imidazo[4,5-b]pyridin-2-yl)-2-fluorobenzonitrile